C12CC(CC(CC1)O2)CC(=O)O 2-(8-oxabicyclo[3.2.1]octan-3-yl)acetic acid